[Ru+2].ClP(C(C=C(C)C)P(C1CCCC1)(C1CCCC1)(C1CCCC1)Cl)(C1CCCC1)(C1CCCC1)C1CCCC1 dichloro(3-methyl-2-butenylidene)bis(tricyclopentylphosphine) ruthenium (II)